8-bromo-1,2,3,4-Tetrahydroquinoline BrC=1C=CC=C2CCCNC12